N-(1'-(2-fluoroethyl)-6-morpholino-3H-spiro[benzofuran-2,4'-piperidin]-5-yl)pyrazolo[1,5-a]pyrimidine-3-carboxamide FCCN1CCC2(CC1)OC1=C(C2)C=C(C(=C1)N1CCOCC1)NC(=O)C=1C=NN2C1N=CC=C2